C(C1=CC=CC=C1)C1=CC=C(C=C1)[C@H](CC(=O)[O-])NC(=O)NC=1C(N(C=CC1[O-])C)=O.[Na+].[Na+] Natrium (S)-3-(4-Benzylphenyl)-3-(3-(1-Methyl-4-oxido-2-oxo-1,2-Dihydropyridin-3-yl)ureido)-Propanoat